The molecule is a dihydropyridine that is 1,4-dihydropyridine which is substituted by methyl groups at positions 2 and 6, a (2-methoxyethoxy)carbonyl group at position 3, a m-nitrophenyl group at position 4, and an isopropoxycarbonyl group at position 5. An L-type calcium channel blocker, it acts particularly on cerebral circulation, and is used both orally and intravenously for the prevention and treatment of subarachnoid hemorrhage from ruptured intracranial aneurysm. It has a role as an antihypertensive agent, a calcium channel blocker, a vasodilator agent and a cardiovascular drug. It is a dihydropyridine, a C-nitro compound, a diester, a member of dicarboxylic acids and O-substituted derivatives, a 2-methoxyethyl ester and an isopropyl ester. CC1=C(C(C(=C(N1)C)C(=O)OC(C)C)C2=CC(=CC=C2)[N+](=O)[O-])C(=O)OCCOC